COC(C1=CC(=C(C=C1)O)/C(/C)=N/O)=O 4-hydroxy-3-[(1E)-1-(hydroxyimino)ethyl]benzoic acid methyl ester